Trans-[2-[[4-[[4-[[3-(2,3-difluoro-4-methoxy-phenyl)imidazo[1,2-a]pyrazin-8-yl]amino]-2-ethyl-benzoyl]amino]cyclohexyl]amino]-2-oxo-ethyl]-trimethyl-ammonium formate C(=O)[O-].FC1=C(C=CC(=C1F)OC)C1=CN=C2N1C=CN=C2NC2=CC(=C(C(=O)N[C@@H]1CC[C@H](CC1)NC(C[N+](C)(C)C)=O)C=C2)CC